tert-butyl (2R,6R)-4-{2-[6-(methoxymethoxy)-2,7-dimethylindazol-5-yl]quinazolin-6-yl}-2,6-dimethylpiperazine-1-carboxylate COCOC=1C(=CC2=CN(N=C2C1C)C)C1=NC2=CC=C(C=C2C=N1)N1C[C@H](N([C@@H](C1)C)C(=O)OC(C)(C)C)C